NC([C@H](CCC(=O)OC(C)(C)C)N1CC=2C(C1=O)=CSC2CNC2=CC=C(C=C2)CN2CCOCC2)=O (S)-tert-butyl 5-amino-4-(1-(((4-(morpholinomethyl)phenyl)amino)methyl)-4-oxo-4H-thieno[3,4-c]pyrrol-5(6H)-yl)-5-oxopentanoate